N-[2-(4-formyl-1-piperidyl)-5-(1-hydroxy-1-methyl-ethyl)-1,3-benzoxazol-6-yl]-6-(trifluoromethyl)pyridine-2-carboxamide C(=O)C1CCN(CC1)C=1OC2=C(N1)C=C(C(=C2)NC(=O)C2=NC(=CC=C2)C(F)(F)F)C(C)(C)O